16-{[(1S)-1-carboxyl-4-oxopentyl]amino}-16-oxohexadecanoic acid C(=O)(O)[C@H](CCC(C)=O)NC(CCCCCCCCCCCCCCC(=O)O)=O